5-methyl-1-[6-[6-[(6-methylpyridazin-3-yl)amino]benzimidazol-1-yl]-3-(2,2,2-trifluoro-1-hydroxy-ethyl)-2-pyridyl]pyrazole-3-carbonitrile CC1=CC(=NN1C1=NC(=CC=C1C(C(F)(F)F)O)N1C=NC2=C1C=C(C=C2)NC=2N=NC(=CC2)C)C#N